C1(=CC=CC=C1)C=1OC(=C(N1)N1C=CC=2C=C(C=NC2C1=O)OC)C1=CC=CC=C1 7-(2,5-diphenyloxazol-4-yl)-3-methoxy-1,7-naphthyridin-8(7H)-one